C(C)(C)(C)OC(NC=1C=C(C2=C(CCO2)C1C#N)N1N=C(C=C1)C(C)C)=O (4-cyano-7-(3-isopropyl-1H-pyrazol-1-yl)-2,3-dihydrobenzofuran-5-yl)carbamic acid tert-butyl ester